FC(C1=C(C=NN1)C=1C=C2C(=CN(C(C2=CC1)=O)C(C)C=1C=C(C(=O)NC)C=CC1)CCO)F 3-(1-(6-(5-(Difluoromethyl)-1H-pyrazol-4-yl)-4-(2-hydroxyethyl)-1-oxoisoquinolin-2(1H)-yl)ethyl)-N-methylbenzamide